2-methyl-hexadecane-1,2-diol CC(CO)(CCCCCCCCCCCCCC)O